OC1=C(C(=CC(=C1CN(C(=O)N1CCCC1)C)CCCCC)O)C1=CC(=CC=C1)C N-((2,6-dihydroxy-3'-methyl-4-pentyl-[1,1'-biphenyl]-3-yl)methyl)-N-methylpyrrolidine-1-carboxamide